CC(C)(C=1C=C(C=CC1)OCCO)C=1C=C(C=CC1)OCCO 2,2'-((propane-2,2-diylbis(3,1-phenylene))bis(oxy))diethanol